ClC1=CC(=C(OC=2C=C(C=C(C2)C)C=2C3=C(C(N(C2)C)=O)NC(=C3)C(=O)NC3CCC(CC3)C(=O)OC)C(=C1)C)C (1r,4r)-Methyl 4-(4-(3-(4-chloro-2,6-dimethylphenoxy)-5-methylphenyl)-6-methyl-7-oxo-6,7-dihydro-1H-pyrrolo[2,3-c]pyridine-2-carboxamido)cyclohexanecarboxylate